3-fluoro-N-(2-fluoro-3-(3-(pyrrolidin-1-yl)quinoxaline-6-carbonyl)phenyl)benzamide FC=1C=C(C(=O)NC2=C(C(=CC=C2)C(=O)C=2C=C3N=C(C=NC3=CC2)N2CCCC2)F)C=CC1